FC=1C=C(C=C2CC(CC12)CO)NC(=O)[C@H]1N(C[C@@H](C1)OC)C (2S,4R)-N-[7-fluoro-2-(hydroxymethyl)indan-5-yl]-4-methoxy-1-methyl-pyrrolidine-2-carboxamide